C(CCC)[Sn](C=1N=C2COCCN2C1)(CCCC)CCCC 2-(tributylstannyl)-5,6-dihydro-8H-imidazo[2,1-c][1,4]oxazine